OCCN([C@@H](C)C1CCC(CC1)NC(OC(C)(C)C)=O)S(=O)(=O)C1=C(C=CC=C1)[N+](=O)[O-] tert-butyl [(1S,4r)-4-{(1S)-1-[(2-hydroxyethyl)(2-nitrobenzene-1-sulfonyl)amino]ethyl}cyclohexyl]carbamate